3-fluoro-4-(4-nitro-1H-pyrazol-1-yl)piperidine hydrochloride salt Cl.FC1CNCCC1N1N=CC(=C1)[N+](=O)[O-]